(2-(1-(6,7-dimethoxyquinazolin-4-yl)piperidin-4-yl)ethyl)boronic acid formic acid salt C(=O)O.COC=1C=C2C(=NC=NC2=CC1OC)N1CCC(CC1)CCB(O)O